tert-butyl 4-(6-hydroxy-4-oxo-8,8a-dihydroquinazolin-3-yl)-1-oxa-9-azaspiro[5.5]undecane-9-carboxylate OC=1C=C2C(N(C=NC2CC1)C1CCOC2(C1)CCN(CC2)C(=O)OC(C)(C)C)=O